((1,4-dioxo-3-propyl-1,4-dihydronaphthalen-2-yl)methyl)-3-(trifluoromethyl)picolinonitrile O=C1C(=C(C(C2=CC=CC=C12)=O)CCC)CC1=C(C(=NC=C1)C#N)C(F)(F)F